ClC1=NC=CC(=C1)C#CC=1N=C2N(C=C(C=C2N2C(N(C(C2)=O)C)=O)C2CC2)C1 1-(2-((2-chloropyridin-4-yl)ethynyl)-6-cyclopropylimidazo[1,2-a]pyridin-8-yl)-3-methylimidazolidine-2,4-dione